2-(3-methylpyridin-2-yl)-N-(4-methylpyridin-2-yl)thiazol-4-amine CC=1C(=NC=CC1)C=1SC=C(N1)NC1=NC=CC(=C1)C